(aminomethyl)-1-ethyl-3-{2-[2-(2-hydroxyethoxy)ethoxy]ethyl}-6-methoxy-1H-1,3-benzodiazol-3-ium iodide [I-].NCC1=[N+](C2=C(N1CC)C=C(C=C2)OC)CCOCCOCCO